C(\C=C\C1=CC=C(C=C1)O)(=O)OCC[C@H](N)C(=O)O O-coumaroyl-L-homoserine